amino-2-(3,5-dichloro-4-((2'-oxospiro[cyclobutane-1,3'-indolin]-5'-yl)methyl)phenyl)-1,2,4-triazine-3,5(2H,4H)-dione NN1C(N(N=CC1=O)C1=CC(=C(C(=C1)Cl)CC=1C=C2C3(C(NC2=CC1)=O)CCC3)Cl)=O